2,4,6-tri(dimethylaminomethyl)benzene CN(C)CC1=CC(=CC(=C1)CN(C)C)CN(C)C